4-phenylsulfonylmethyl-1,3-dioxolane C1(=CC=CC=C1)S(=O)(=O)CC1OCOC1